C(C)N(C(=O)C=1C=C(C=CC1F)B(O)O)CC 3-(DIETHYLCARBAMOYL)-4-FLUOROBENZENEBORONIC ACID